tert-Butyl 4-[3-[3-[[2-chloro-6-[3-(3,3-dicyclopropylpropoxy) pyrazol-1-yl]pyridine-3-carbonyl]sulfamoyl]pyrazol-1-yl]-propyl]-2,2-dimethyl-pyrrolidine-1-carboxylate ClC1=NC(=CC=C1C(=O)NS(=O)(=O)C1=NN(C=C1)CCCC1CC(N(C1)C(=O)OC(C)(C)C)(C)C)N1N=C(C=C1)OCCC(C1CC1)C1CC1